(S)-2-(cyanomethyl)-4-(3-fluoro-2-(((3R,4R)-4-methoxy-1-methylpyrrolidin-3-yl)oxy)-1,7-naphthyridin-4-yl)piperazine-1-carboxylic acid benzyl ester C(C1=CC=CC=C1)OC(=O)N1[C@H](CN(CC1)C1=C(C(=NC2=CN=CC=C12)O[C@@H]1CN(C[C@H]1OC)C)F)CC#N